3,6,9,12-tetraoxatetradeca-1,13-diene C=COCCOCCOCCOC=C